bicyclo[1.1.1]pentane iodide [I-].C12CC(C1)C2